4-(4-(2-(5-methylfuran-2-yl)imidazo[4,5-d]pyrrolo[2,3-b]pyridin-1(6H)-yl)-1H-pyrazol-1-yl)butanenitrile CC1=CC=C(O1)C1=NC=2C(=C3C(=NC2)NC=C3)N1C=1C=NN(C1)CCCC#N